C(C)(C)OC=1C=C2C(=NN(C2=CC1)C1OCCCC1)C1=NC=CC(=N1)C=1C=NN(C1C)CC(=O)OC methyl 2-[4-[2-(5-isopropoxy-1-tetrahydropyran-2-yl-indazol-3-yl)pyrimidin-4-yl]-5-Methyl-pyrazol-1-yl]acetate